O1CCN(CC1)C1=CC(=NC=2N1N=C(C2)CNC(OC)=O)N2N=C(C=C2)C2=CC=CC=C2 Methyl N-[[7-morpholino-5-(3-phenylpyrazol-1-yl)pyrazolo[1,5-a]pyrimidin-2-yl]methyl]carbamate